[Ce].[Ni].[Sb].[Sn] tin antimony nickel cerium